O1C2=C(OCC1)C(=CC=C2)NC2=NC=1N(C(=C2)NC)N=CC1NC(=O)NCC(F)(F)F 1-(5-((2,3-dihydrobenzo[b][1,4]dioxin-5-yl)amino)-7-(methylamino)pyrazolo[1,5-a]pyrimidin-3-yl)-3-(2,2,2-trifluoroethyl)urea